CO[C@H]1CN(CC1)CC1=CC(=NC=C1)NC=1SC2=NC(=CC=C2N1)C1=CC=NC=C1 (R)-N-(4-((3-methoxypyrrolidin-1-yl)methyl)pyridin-2-yl)-5-(pyridin-4-yl)thiazolo[5,4-b]pyridin-2-amine